(R)-4-(N-methyl-N-methoxycarbonylamino)-3-(4-methoxyphenyl)-N-((R)-1-(6-(trifluoromethyl)pyridin-3-yl)ethyl)-4,5-dihydro-1H-pyrazol-1-carboxamide CN(C(=O)OC)[C@H]1C(=NN(C1)C(=O)N[C@H](C)C=1C=NC(=CC1)C(F)(F)F)C1=CC=C(C=C1)OC